7-(3-methyl-1H-pyrrolo[2,3-b]pyridin-5-yl)isochroman CC1=CNC2=NC=C(C=C21)C2=CC=C1CCOCC1=C2